FC1=CC=C(C=C1)N(C1=CC=C(C=N1)C(C)=O)C 1-(6-((4-fluorophenyl)(methyl)amino)pyridin-3-yl)ethan-1-one